(N-[4-amino-5-(3-formylisoxazole-5-carbonyl)thiazol-2-yl]-4-fluoro-anilino)propanamide NC=1N=C(SC1C(=O)C1=CC(=NO1)C=O)N(C1=CC=C(C=C1)F)C(C(=O)N)C